BrC=1C=C(C=CC1)/C=C/C(=O)OC1=C(C=C(\C=N\C2=CC=C(C(=O)O)C=C2)C=C1)OC 4-((E)-((E)-4-((E)-3-(3-bromophenyl)acryloyloxy)-3-methoxybenzylidene)amino)benzoic acid